(trans)-N1-((1R,2S)-2-phenylcyclopropyl)cyclohexane-1,4-diamine hydrochloride Cl.C1(=CC=CC=C1)[C@H]1[C@@H](C1)N[C@@H]1CC[C@H](CC1)N